3,4-di(diphenylphosphino)-thiophene C1(=CC=CC=C1)P(C1=CSC=C1P(C1=CC=CC=C1)C1=CC=CC=C1)C1=CC=CC=C1